C1=C(C=CC2=CC(=CC=C12)C(=O)OC)C(=O)OC dimethyl naphthalene-2,6-dicarboxylate